O=C1NC(CCC1N1C(N(C2=C1C=CC=C2CC2CCC(CC2)N2N=C1C=C(C(=CC1=C2)NC(=O)C2=NC(=CC=C2)C(F)(F)F)OC)C)=O)=O N-[2-[4-[[1-(2,6-dioxo-3-piperidyl)-3-methyl-2-oxo-benzimidazol-4-yl]methyl]cyclohexyl]-6-methoxy-indazol-5-yl]-6-(trifluoromethyl)pyridine-2-carboxamide